7-fluoro-3-methoxy-1-phenyl-1H-benzo[g]indazole-4,5-dione FC=1C=CC2=C(C(C(C=3C(=NN(C23)C2=CC=CC=C2)OC)=O)=O)C1